2-((4-(trifluoromethyl)phenyl)ethynyl)-1,3-dithiane FC(C1=CC=C(C=C1)C#CC1SCCCS1)(F)F